2-[[7-amino-4-[3-(3,6-dihydro-2H-pyran-4-yl)-1H-indazol-5-yl]-1-oxo-isoindolin-2-yl]methyl]oxirane-2-carboxamide NC=1C=CC(=C2CN(C(C12)=O)CC1(OC1)C(=O)N)C=1C=C2C(=NNC2=CC1)C=1CCOCC1